C(C)C1CC(CCC1)CC 1,3-diethylcyclohexane